(2R,4s,6S)-7-((5-methoxy-7-methyl-1H-indol-4-yl)methyl)-6-(4-(4-(1-methylazetidin-3-yl)piperazine-1-carbonyl)phenyl)-7-azaspiro[3.5]nonane-2-carbonitrile COC=1C(=C2C=CNC2=C(C1)C)CN1[C@@H](CC2(CC(C2)C#N)CC1)C1=CC=C(C=C1)C(=O)N1CCN(CC1)C1CN(C1)C